BrC1=CN=C(S1)S(=O)(=O)NC(C(F)(F)F)C1=CC=C(C=C1)F 5-bromo-N-(2,2,2-trifluoro-1-(4-fluorophenyl)ethyl)thiazole-2-sulfonamide